4-(3-quinolylamino)-2-{p-[(1s,3s)-3-(dimethylamino)cyclobutoxy]phenylamino}pyrimidine N1=CC(=CC2=CC=CC=C12)NC1=NC(=NC=C1)NC1=CC=C(C=C1)OC1CC(C1)N(C)C